trans-(1r,4r)-4-((5-fluoro-4-(3-(2-oxopiperidin-1-yl)phenyl)pyrimidin-2-yl)amino)cyclohexane-1-carboxylic acid FC=1C(=NC(=NC1)N[C@@H]1CC[C@H](CC1)C(=O)O)C1=CC(=CC=C1)N1C(CCCC1)=O